ClC1=NC(=C(C(=C1C#N)CC)C#N)NCCCCCCCCNC1=C2C(N(C(C2=CC=C1)=O)C1C(NC(CC1)=O)=O)=O 2-Chloro-6-((8-((2-(2,6-dioxopiperidin-3-yl)-1,3-dioxoisoindolin-4-yl)amino)octyl)amino)-4-ethylpyridine-3,5-dicarbonitrile